C(C)(C)NNC(C)C1=CC=CC=C1 (E)-1-isopropyl-2-(1-phenylethyl)hydrazine